3-[2-(1-phenylcyclopentoyl)-1,2,3,4-tetrahydroisoquinolin-5-yl]-3-(1,4-dimethylbenzotriazol-5-yl)propanoic acid ethyl ester C(C)OC(CC(C1=C(C2=C(N(N=N2)C)C=C1)C)C1=C2CCN(CC2=CC=C1)C(=O)C1(CCCC1)C1=CC=CC=C1)=O